methylenephenyl-ethanone oxime C=CC(=NO)C1=CC=CC=C1